N-Cyclopentyl-6-morpholin-4-yl-N1-p-tolyl-[1,3,5]triazine-2,4-diamine C1(CCCC1)NC1N(C(=NC(=N1)N)N1CCOCC1)C1=CC=C(C=C1)C